COC1=CC=C(C=C1)[C@@H](C)O (R)-1-(4-methoxyphenyl)-ethanol